Cl.Cl.S(OC1=CC(=C(C=C1)NC1=NC(=NC=C1Cl)NC1=C(C=C2CCN(CC2=C1)C)OC([2H])([2H])[2H])P(=O)(C)C)(=O)(=O)F 4-((5-Chloro-2-((6-(methoxy-d3)-2-methyl-1,2,3,4-tetrahydroisoquinolin-7-yl)amino)pyrimidin-4-yl)amino)-3-(dimethylphosphoryl)phenyl sulfurofluoridate dihydrochloride